ClC=1C=C(C=NC1)C1(CCN(CC1)C(CCC(F)(F)F)=O)F 1-(4-(5-chloropyridin-3-yl)-4-fluoropiperidin-1-yl)-4,4,4-trifluorobutan-1-one